NC1=C(C(=O)N2CCC(CC2)N2C(NC3=NC=C(C=C32)C[C@H]3COCC3)=O)C=CC(=C1)OC(F)(F)F |r| (rac)-1-[1-[2-amino-4-(trifluoromethoxy)benzoyl]-4-piperidyl]-6-(tetrahydrofuran-3-ylmethyl)-3H-imidazo[4,5-b]pyridin-2-one